C(C)(C)OC=1C=CC(=NC1)C1=NNC(=N1)NC1=NC=CC=C1N(C)C N2-(3-(5-isopropoxypyridin-2-yl)-1H-1,2,4-triazol-5-yl)-N3,N3-dimethylpyridine-2,3-diamine